1-(3-((7-(2-amino-7-fluorobenzo[d]thiazol-4-yl)-8-fluoro-6-(furan-3-yl)-2-((tetrahydro-1H-pyrrolizin-7a(5H)-yl)methoxy)quinazolin-4-yl)amino)azetidin-1-yl)prop-2-en-1-one NC=1SC2=C(N1)C(=CC=C2F)C2=C(C=C1C(=NC(=NC1=C2F)OCC21CCCN1CCC2)NC2CN(C2)C(C=C)=O)C2=COC=C2